OC=1C=C2C=CC=C(C2=CC1)C1=C(C2=CC=CC=C2C(=C1)NS(=O)(=O)C1=CC=C(C=C1)OC)O N-(6,1'-Dihydroxy[1,2']binaphthalenyl-4'-yl)-4-methoxy-benzensulfonamid